CN1CC(C1)(C)C(C=1C=C(CNC(CC2=CC(=CC=C2)OC)=O)C=CC1)(C1=CC=C(C=C1)C(C)C)O N-{3-[(1,3-Dimethyl-azetidin-3-yl)-hydroxy-(4-isopropyl-phenyl)-methyl]-benzyl}-2-(3-methoxy-phenyl)-acetamide